tripropyl-2-aminopropylammonium hydroxide [OH-].C(CC)[N+](CC(C)N)(CCC)CCC